N-(3-hydroxy-3-methylbut-2-yl)-N-methyl-4-((S)-2-methylpiperidine-1-carbonyl)-5-(6-(((S)-1,1,1-trifluorobut-2-yl)amino)-4-(trifluoromethyl)pyridin-3-yl)thiazole-2-carboxamide OC(C(C)N(C(=O)C=1SC(=C(N1)C(=O)N1[C@H](CCCC1)C)C=1C=NC(=CC1C(F)(F)F)N[C@H](C(F)(F)F)CC)C)(C)C